(3S)-3-[4-[4-[2-[2-[2-(2-aminoethoxy)ethoxy]ethoxy]ethoxy]-1-naphthyl]phenyl]-3-[[2-[5-[(4-methyl-2-pyridyl)amino]pentanoylamino]acetyl]amino]propanoic acid NCCOCCOCCOCCOC1=CC=C(C2=CC=CC=C12)C1=CC=C(C=C1)[C@H](CC(=O)O)NC(CNC(CCCCNC1=NC=CC(=C1)C)=O)=O